N-(2,3-dihydro-1,4-benzoxazin-4-yl)-4-morpholino-8-[1-(2,2,2-trifluoroethyl)pyrazol-4-yl]quinoline-3-carboxamide O1CCN(C2=C1C=CC=C2)NC(=O)C=2C=NC1=C(C=CC=C1C2N2CCOCC2)C=2C=NN(C2)CC(F)(F)F